COC1=C(C=CC=C1)OC(CCC1=CC=C(C=C1)OC)=O 3-(4-methoxyphenyl)propionic acid 2-methoxyphenyl ester